FC1=CC=C(C=C1)N1C(=CC2=C(C=CC=C12)C)C(=O)O 1-(4-fluorophenyl)-4-methyl-1H-indole-2-carboxylic acid